FC(C1=CC=2NC3=CC=CC=C3SC2C=C1)(F)F 2-(trifluoromethyl)-10H-phenothiazin